Trimethylorthovalerate COC(CCCC)(OC)OC